ClC=1SC(=CN1)CCl 2-chloro-5-(chloromethyl)-thiazole